N-(3,5-difluorobenzyl)-1-(2-(1,4-dimethyl-1H-pyrazol-5-yl)-5-fluoropyrimidin-4-yl)-N-hydroxypiperidine-4-carboxamide FC=1C=C(CN(C(=O)C2CCN(CC2)C2=NC(=NC=C2F)C2=C(C=NN2C)C)O)C=C(C1)F